BrC1=CC=C(C/C(/C(=O)OCC)=C(/C(CC(C(=O)OCC)(F)F)CCC(C)C)\C)C=C1 Diethyl (Z)-2-(4-bromobenzyl)-6,6-difluoro-4-isopentyl-3-methylhept-2-enedioate